4-HYDROXY-3-METHYLHEXANOIC ACID OC(C(CC(=O)O)C)CC